CN(C1CCN(CC1)C1=NC(=C(C=2N1C=CN2)C2=CC(=C(C=C2)OC)O)C2=CC(=C(C#N)C=C2)F)C 4-(5-(4-(dimethylamino)piperidin-1-yl)-8-(3-hydroxy-4-methoxyphenyl)imidazolo[1,2-c]pyrimidin-7-yl)-2-fluorobenzonitrile